ClC1=CC2=C(N=N1)N(CC2)[C@H]2CN(CCC2)C(=O)OC(C)(C)C tert-butyl (R)-3-(3-chloro-5,6-dihydro-7H-pyrrolo[2,3-c]pyridazin-7-yl)piperidine-1-carboxylate